[(1S,2R)-2-({4-[(2S)-2,3-dihydro-1,4-benzodioxin-2-yl]benzyl}amino)cyclohexyl]methanol O1[C@H](COC2=C1C=CC=C2)C2=CC=C(CN[C@H]1[C@H](CCCC1)CO)C=C2